ClC1=CC(=C(C=N1)N)NCCC1CCOCC1 6-Chloro-N4-(2-(tetrahydro-2H-pyran-4-yl)ethyl)pyridine-3,4-diamine